NC1=C(C=CC(=C1)NCC1=CC=C(C=C1)OC(F)(F)F)NC(CC(C)(C)C)=O N-(2-amino-4-((4-(trifluoromethoxy)benzyl)amino)phenyl)-3,3-dimethylbutanamide